(1-(thiophen-2-yl)ethyl)quinazoline-2,4-diamine S1C(=CC=C1)C(C)C1=C2C(=NC(=NC2=CC=C1)N)N